3-bromo-2-(1-((5-bromo-1-ethyl-1H-pyrazol-4-yl)methyl)-1H-pyrazol-5-yl)-5-fluoropyridine BrC=1C(=NC=C(C1)F)C1=CC=NN1CC=1C=NN(C1Br)CC